4-(ethynylphenyl)-porphyrin C(#C)C1=C(C=CC=C1)C12CC=C(N1)C=C1C=CC(C=C3C=CC(=CC=4C=CC(=C2)N4)N3)=N1